O=C(C=CC1=CC=C(OC2=CC=C(C(C(=O)O)=C2)C(=O)O)C=C1)C1=CC=CC=C1 5-[4-(3-oxo-3-phenylprop-1-enyl)phenoxy]phthalic acid